C(CC)(=O)N1CCC2=CC(=CC=C12)C=1C=C(C(=O)NCC=2C=NC=CC2)C=CC1 3-(1-propionyl-indolin-5-yl)-N-(pyridin-3-ylmethyl)benzamide